1,8-bis-diphenylphosphinoyl-2,7-octanedione C1(=CC=CC=C1)P(=O)(CC(CCCCC(CP(=O)(C1=CC=CC=C1)C1=CC=CC=C1)=O)=O)C1=CC=CC=C1